(3S,4R)-4-(2,6-difluoro-4-methoxyphenyl)-2-oxopyrrolidine-3-carboxylic acid FC1=C(C(=CC(=C1)OC)F)[C@H]1[C@@H](C(NC1)=O)C(=O)O